4-chloro-2-(3-(3,3-difluoro-1-((4-methyl-4H-1,2,4-triazol-3-yl)methyl)cyclobutyl)phenyl)-6-(((1-methylcyclobutyl)amino)methyl)isoindolin-1-one formate C(=O)O.ClC1=C2CN(C(C2=CC(=C1)CNC1(CCC1)C)=O)C1=CC(=CC=C1)C1(CC(C1)(F)F)CC1=NN=CN1C